(+)-N-(2-((2,3-Dimethyl-1H-indol-1-yl)(phenyl)methyl)-6-methylbenzofuran-3-yl)-4-methylbenzenesulfonamide CC=1N(C2=CC=CC=C2C1C)C(C=1OC2=C(C1NS(=O)(=O)C1=CC=C(C=C1)C)C=CC(=C2)C)C2=CC=CC=C2